N[C@@H]1C(N(C2=C(OC1)C=CC(=C2)OCCN2N=CC(=CC2=O)C(F)(F)F)C)=O (S)-3-amino-5-methyl-7-(2-(6-oxo-4-(trifluoromethyl)pyridazin-1(6H)-yl)ethoxy)-2,3-dihydrobenzo[b][1,4]oxazepin-4(5H)-one